CC(C(=O)O)(CCN(O)O)CC.ClC1=C(C=CC=C1Cl)N1CCN(CC1)C(C[C@@H]1CC[C@H](CC1)NC(=O)NC(=O)C=1OC=CC1)C N-((trans-4-(2-(4-(2,3-dichlorophenyl)piperazin-1-yl)propyl)cyclohexyl)carbamoyl)furan-2-carboxamide methyl-N,N-dihydroxyethyl-3-aminomethylpropionate